(S)-1'-(6-amino-5-((2-amino-3-chloropyridin-4-yl)thio)pyrazin-2-yl)-2-chloro-4,6-dihydrospiro[cyclopenta[d]thiazole-5,4'-piperidin]-6-amine NC1=C(N=CC(=N1)N1CCC2(CC1)[C@@H](C1=C(N=C(S1)Cl)C2)N)SC2=C(C(=NC=C2)N)Cl